CNC(=O)C1(CC1)N1N=NC(=C1)C(=O)NCC=1SC(=NN1)C1=CC=CC=C1 1-(1-(methylcarbamoyl)cyclopropyl)-N-((5-phenyl-1,3,4-thiadiazol-2-yl)methyl)-1H-1,2,3-triazole-4-carboxamide